[C@H]12CNC[C@@H]2C1C(C)O ((1R,5S,6s)-3-azabicyclo[3.1.0]hexan-6-yl)ethan-1-ol